[N+](=O)([O-])C1=CC=C(C=C1)C=1C(=CC=CC1)C(=O)O 4'-nitro-[1,1'-biphenyl]-2-carboxylic acid